4-methoxy-2-pyridinecarbamide COC1=CC(=NC=C1)C(=O)N